O[C@@]1([C@@H](CCC[C@@H]1NC(OC(C)(C)C)=O)NC(OCC1=CC=CC=C1)=O)C |o1:1| rel-benzyl tert-butyl ((1R,3S)-2-hydroxy-2-methylcyclohexane-1,3-diyl)dicarbamate